COC1=C(C(=CC(=C1)C)C)C=1N=CC2=C(N1)N=C(S2)[C@H]2CNCCC2 |r| 5-(2-methoxy-4,6-dimethyl-phenyl)-2-[rac-(3R)-3-piperidyl]thiazolo[4,5-d]pyrimidine